8-[(2s,5r)-4-{1-[4-(difluoromethoxy)phenyl]ethyl}-2,5-dimethylpiperazin-1-yl]-5-methyl-6-oxo-5,6-dihydro-1,5-naphthyridine-2-carbonitrile FC(OC1=CC=C(C=C1)C(C)N1C[C@@H](N(C[C@H]1C)C1=CC(N(C=2C=CC(=NC12)C#N)C)=O)C)F